1-(1-(4-benzyl-3,4-dihydro-2H-benzo[b][1,4]thiazin-6-yl)-3-morpholinopropyl)-3-(1H-indol-6-yl)urea C(C1=CC=CC=C1)N1C2=C(SCC1)C=CC(=C2)C(CCN2CCOCC2)NC(=O)NC2=CC=C1C=CNC1=C2